CC1C(C2C=CC1C2)C(=O)O 3-methyl-2-hydroxycarbonylbicyclo[2.2.1]Hept-5-ene